C(C)(C)(C)OC(=O)C1OC2=C(C=NC=C1)C=CC=C2 [1,5]Benzoxazocine-2-carboxylic acid tert-butyl ester